[Cr](=O)(=O)([O-])O.[Cr](=O)(=O)(O)O[Cr](=O)(=O)O.[Na+] sodium dichromate chromate